3-[(trans-3-aminocyclobutyl)oxy]-5-(5-methyl-1,3-thiazol-2-yl)benzoic acid methyl ester COC(C1=CC(=CC(=C1)C=1SC(=CN1)C)O[C@@H]1C[C@H](C1)N)=O